3-hydroxyoctadecanate OC(CC(=O)[O-])CCCCCCCCCCCCCCC